C(#N)C1=CC(=NC(=N1)C)NC1=CC(=NN1)CCC=1C=C(C=CC1C)NC(C1=CC(=CC=C1)S(N(C)C)(=O)=O)=O N-(3-(2-(5-((6-cyano-2-methylpyrimidin-4-yl)amino)-1H-pyrazol-3-yl)ethyl)-4-methylphenyl)-3-(N,N-dimethylsulfamoyl)benzamide